ClC1=C(C(=O)NC(NC2=CC=C(C=C2)S(=O)(=O)CC=2C=C3CNCC3=CC2)=O)C=C(C=C1)OCC 2-chloro-5-ethoxy-N-((4-((isoindolin-5-ylmethyl)sulfonyl)phenyl)carbamoyl)benzamide